COC1=CC=C(C=C1)C1OC(C2=CC=CC=C2C1)=O 3-(4-methoxyphenyl)isochroman-1-one